(R)-6-(4-((2-methyl-2-azaspiro[3.3]hept-6-yl)oxy)-2,6-difluorophenyl)-5-chloro-N-(3-methylbutan-2-yl)-[1,2,4]triazolo[1,5-a]pyrimidin-7-amine CN1CC2(C1)CC(C2)OC2=CC(=C(C(=C2)F)C=2C(=NC=1N(C2N[C@H](C)C(C)C)N=CN1)Cl)F